2-(3-(Cyclopropylsulfonyl)-4-((1-(methylsulfonyl)piperidin-4-yl)methoxy)-benzyl)isoindoline C1(CC1)S(=O)(=O)C=1C=C(CN2CC3=CC=CC=C3C2)C=CC1OCC1CCN(CC1)S(=O)(=O)C